3-(3-Bromothiophene-2-yl)propionamide BrC1=C(SC=C1)CCC(=O)N